[Na].[Ca] calcium, sodium salt